C(C1=CC=CC=C1)N(CCCNC(OC(C)(C)C)=O)CCCCOCCCNC(=O)OC(C)(C)C tert-Butyl N-{3-[benzyl(4-{3-[(tert-butoxycarbonyl)amino]propoxy}butyl)amino]propyl}carbamate